m-[6-(1-{[6-(methoxymethyl)-2-pyridinyl]methyl}-1H-1,2,3-triazol-4-yl)-2-(1-pyrrolidinyl)-4-pyrimidinyl]benzonitrile COCC1=CC=CC(=N1)CN1N=NC(=C1)C1=CC(=NC(=N1)N1CCCC1)C=1C=C(C#N)C=CC1